spiro(xanthen-9,9'-fluoren) C1=CC=CC=2C3=CC=CC=C3C3(C12)C1=CC=CC=C1OC=1C=CC=CC13